FC(C=1C(NN=CC1N1C(C2=CC=CC=C2C1)COC=1C=NC=C(C1)C(=O)N1CCN(CC1)C1=NC=C(C=C1)C(F)(F)F)=O)(F)F 4-(Trifluoromethyl)-5-(1-(((5-(4-(5-(trifluoromethyl)pyridin-2-yl)piperazine-1-carbonyl)pyridin-3-yl)oxy)methyl)isoindolin-2-yl)pyridazin-3(2H)-one